(2S)-2-({2-[(1R)-1-[(3-chlorophenyl)amino]ethyl]-1,3-thiazol-5-yl}formamido)-3-cyclopentyl-N-(2-methylpyridin-4-yl)propanamide ClC=1C=C(C=CC1)N[C@H](C)C=1SC(=CN1)C(=O)N[C@H](C(=O)NC1=CC(=NC=C1)C)CC1CCCC1